(R)-N-((R)-1'-(8-(3-chloro-2-(cyclopropylamino)pyridin-4-yl)imidazo[1,2-c]pyrimidin-5-yl)-3H-spiro[benzofuran-2,4'-piperidine]-3-yl)-2-methylpropane-2-sulfinamide ClC=1C(=NC=CC1C=1C=2N(C(=NC1)N1CCC3(CC1)OC1=C([C@H]3N[S@](=O)C(C)(C)C)C=CC=C1)C=CN2)NC2CC2